diethyl phosphate tetra-n-butylammonium salt C(CCC)[N+](CCCC)(CCCC)CCCC.P(=O)(OCC)(OCC)[O-]